ClC1=NN(C2=CC=C(C=C12)COC1=CC=C2C=C(COC2=C1)CN1CCC(CCC1)C(=O)OCC)C(C)C ethyl 1-[7-(3-chloro-1-isopropyl-1H-indazol-5-ylmethoxy)-2H-chromen-3-ylmethyl]-azepane-4-carboxylate